tertiary-butyl-phosphine butyl-6-hydroxy-2,5,7,8-tetramethylchromane-2-carboxylate C(CCC)OC(=O)C1(OC2=C(C(=C(C(=C2CC1)C)O)C)C)C.C(C)(C)(C)P